ClC=1C=CC=C2C=C(C(OC12)=O)C(=O)O 8-Chloro-3-carboxycoumarin